OCC1C(NCCC1C=1C=C(C=CC1)O)C (+/-)-3-[(trans,trans)-3-(hydroxymethyl)-2-methylpiperidin-4-yl]phenol